icosyl-cyclotetrasiloxane C(CCCCCCCCCCCCCCCCCCC)[SiH]1O[SiH2]O[SiH2]O[SiH2]O1